Racemic-3-(3-chloro-4-fluorophenyl)-1-(2-hydroxy-1-(1-oxo-1,2-dihydroisoquinolin-4-yl)ethyl)-1-methylurea ClC=1C=C(C=CC1F)NC(N(C)[C@@H](CO)C1=CNC(C2=CC=CC=C12)=O)=O |r|